5-(2-chloro-5-(isobutyramidomethyl)benzamido)-1-isopropyl-N-(4-(trifluoromethoxy)phenyl)-1H-indole-2-carboxamide ClC1=C(C(=O)NC=2C=C3C=C(N(C3=CC2)C(C)C)C(=O)NC2=CC=C(C=C2)OC(F)(F)F)C=C(C=C1)CNC(C(C)C)=O